CN1C(N(C2=C1C=CC(=C2)NC=2C=NC(=CC2C)N2CCC(CC2)C(F)(F)F)C)=O 1,3-dimethyl-5-((4-methyl-6-(4-(trifluoromethyl)piperidin-1-yl)pyridin-3-yl)amino)-1,3-dihydro-2H-benzo[d]imidazol-2-one